O=C1N(CC2=CC(=CC=C12)O[C@@H]1CNCC1)[C@@H]1C(NC(CC1)=O)=O (3S)-3-(1-oxo-5-((3S)-pyrrolidin-3-yl)oxy-isoindolin-2-yl)piperidine-2,6-dione